2-(4-((2-(4-cyclopropyl-6-methoxypyrimidin-5-yl)oxazolo[5,4-c]pyridin-4-yl)methyl)phenyl)-1-methyl-1H-imidazole-4-carbonitrile C1(CC1)C1=NC=NC(=C1C=1OC=2C(=NC=CC2N1)CC1=CC=C(C=C1)C=1N(C=C(N1)C#N)C)OC